ClC(COC(=O)N1C(C(C2=CC=CC=C12)=C)=O)(Cl)Cl N-trichloroethoxycarbonyl-3-methyleneindolone